N-Methyl-6-(4-(trifluoromethyl)phenyl)-[1,2,4]triazolo[3,4-a]isoquinoline-9-sulfonamide CNS(=O)(=O)C1=CC=C2C(=CN3C(C2=C1)=NN=C3)C3=CC=C(C=C3)C(F)(F)F